4-chloro-2-((3-(4-chlorophenethyl)-1,2,4-oxadiazol-5-yl)methyl)pyridazin-3(2H)-one ClC=1C(N(N=CC1)CC1=NC(=NO1)CCC1=CC=C(C=C1)Cl)=O